5-(2-(Dimethylamino)ethoxy)-2-methyl-N-(1-(1-methyl-1H-indol-3-yl)cyclopropyl)benzamide CN(CCOC=1C=CC(=C(C(=O)NC2(CC2)C2=CN(C3=CC=CC=C23)C)C1)C)C